ClC=1C=C(N)C=CC1N1N=CC(=N1)C(F)(F)F 3-chloro-4-(4-(trifluoromethyl)-2H-1,2,3-triazol-2-yl)aniline